9-(2-naphthyl)-10-(3-(2-naphthyl)phenyl)anthracene C1=C(C=CC2=CC=CC=C12)C=1C2=CC=CC=C2C(=C2C=CC=CC12)C1=CC(=CC=C1)C1=CC2=CC=CC=C2C=C1